COC1=CC(=C(C=C1NC1=NC=NC(=C1)N1OCC[C@@H]1C1=CC(=CC=C1)C(F)(F)F)NC(C=C)=O)N1C[C@H](CC1)N1CCOCC1 N-(4-methoxy-2-((S)-3-morpholinopyrrolidine-1-yl)-5-((6-((R)-3-(3-(trifluoromethyl)-phenyl)-isoxazolidine-2-yl)pyrimidine-4-yl)amino)phenyl)acrylamide